N-(3-((diethylamino)methyl)-1,2,4-thiadiazol-5-yl)-2-methyl-5-(3-(trifluoromethoxy)phenyl)furan-3-carboxamide C(C)N(CC)CC1=NSC(=N1)NC(=O)C1=C(OC(=C1)C1=CC(=CC=C1)OC(F)(F)F)C